OC1CC(C1)CCC(C)=O 4-((1R,3S)-3-hydroxycyclobutyl)butan-2-one